ClC1=C(C=C(C=C1)C1=CC(=CC=C1)C1=CC=CC=2C3=CC=CC=C3NC12)C1=CC=CC2=CC=CC=C12 (4'-chloro-3'-(naphthalen-1-yl)-[1,1'-biphenyl]-3-yl)-9H-carbazole